pivaloylmethylene chloride C(C(C)(C)C)(=O)C(Cl)Cl